(2R,4S)-1-[(2R)-2-(4-cyclopropyltriazol-1-yl)-3,3-dimethyl-butanoyl]-4-hydroxy-N-[(1-methyl-5-oxo-pyrrolidin-2-yl)methyl]pyrrolidine-2-carboxamide C1(CC1)C=1N=NN(C1)[C@@H](C(=O)N1[C@H](C[C@@H](C1)O)C(=O)NCC1N(C(CC1)=O)C)C(C)(C)C